FC1(C(CN(CC1)C)NC(=O)C1=C(OC2=C1C=C(C=C2)OCC2=C(N=CS2)C)C)F N-(4,4-difluoro-1-methylpiperidin-3-yl)-2-methyl-5-((4-methylthiazol-5-yl)methoxy)benzofuran-3-carboxamide